C(\C=C/CCCCC)O Cis-2-Octenol